COC(C(C)(C)C1CN(CC1)C1=NC=C(C=N1)F)=O 2-(1-(5-Fluoropyrimidin-2-yl)pyrrolidin-3-yl)-2-methylpropanoic acid methyl ester